5-methyl-dihydrouridine CC1C(NC(N([C@H]2[C@H](O)[C@H](O)[C@@H](CO)O2)C1)=O)=O